2-amino-[3-11C]isobutyric acid NC(C(=O)O)([11CH3])C